(4-fluoro-2-(pyrimidin-2-yl)phenyl)((1S,4S,6R)-6-((5-(trifluoromethyl)pyrimidin-2-yl)amino)-2-azabicyclo[2.2.1]heptan-2-yl)methanone FC1=CC(=C(C=C1)C(=O)N1[C@@H]2[C@@H](C[C@H](C1)C2)NC2=NC=C(C=N2)C(F)(F)F)C2=NC=CC=N2